C1(CCC(N1OC(=O)[C@H]1CN(CCC1)C(=O)OCC1=CC=CC=C1)=O)=O (R)-piperidine-1,3-dicarboxylic acid (1-benzyl) (3-succinimidyl) ester